ClC1=CC=C(C=C1)C(C(=O)N[C@H](C(=O)N[C@H](CCC(=O)O)C(=O)O)C(C)(C)C)C ((2S)-2-(2-(4-chlorophenyl)propanamido)-3,3-dimethylbutanoyl)-D-glutamic acid